[N+](=O)([O-])C1=CC=C(NC([C@@H](N(CCC)C([C@@H](NC([C@@H](N(C(CCC(=O)O)=O)OC)C)=O)C)=O)C(C)C)=O)C=C1 Methoxy-succinyl-alanyl-alanyl-propyl-valine-p-nitroanilide